3-(3-bromo-1-((2-(trimethylsilyl)ethoxy)methyl)-1H-pyrazol-5-yl)cyclopentyl (4-nitrophenyl) carbonate C(OC1CC(CC1)C1=CC(=NN1COCC[Si](C)(C)C)Br)(OC1=CC=C(C=C1)[N+](=O)[O-])=O